1-cyclobutyl-4-((3-(4-fluorophenyl)isoxazol-5-yl)methyl)piperazine-2,3-dione C1(CCC1)N1C(C(N(CC1)CC1=CC(=NO1)C1=CC=C(C=C1)F)=O)=O